3-(4-chlorophenyl)-3-cyclopropylpropan-1-ol ClC1=CC=C(C=C1)C(CCO)C1CC1